C(CCC)C=1N=NN(C1)C1=CC=C(C(=O)NNC(C2=C(C=CC(=C2)OC2CCCCC2)C)=O)C=C1 N'-(4-(4-butyl-1H-1,2,3-triazol-1-yl)benzoyl)-5-(cyclohexyloxy)-2-methylbenzohydrazide